BrC1=C(C(=CC=C1)OC1CC1)C bromo-3-cyclopropyloxy-2-methylbenzene